6-(4-chloro-2-methylquinazolin-6-yl)-8-methoxy-N,N-dimethyl-[1,2,4]triazolo[1,5-a]pyridin-2-amine ClC1=NC(=NC2=CC=C(C=C12)C=1C=C(C=2N(C1)N=C(N2)N(C)C)OC)C